COC=1C=C(C=NC1)NC(C(C)(C)C)=O N-(5-methoxy-3-pyridyl)-2,2-dimethyl-propionamide